5,8-dibromo-2,2-dimethyl-3-oxo-3,4-dihydro-2H-benzo[b][1,4]oxazine-6-carboxylic acid methyl ester COC(=O)C1=C(C2=C(OC(C(N2)=O)(C)C)C(=C1)Br)Br